C(C)(C)(C)C1=NN(C(=C1C(F)(F)F)C(=O)O)CC1(CC(C1)(F)F)C 3-(Tert-butyl)-1-((3,3-difluoro-1-methylcyclobutyl)methyl)-4-(trifluoromethyl)-1H-pyrazole-5-carboxylic acid